C(C)C1=C(C(=C(C(=O)NCC(C(O)C2=CC=C(C=C2)Cl)F)C(=C1)C)F)C1=CC=2N(C=C1)N=C(N2)N ethyl-3-(2-amino-[1,2,4]triazolo[1,5-a]pyridin-7-yl)-N-(3-(4-chlorophenyl)-2-fluoro-3-hydroxypropyl)-2-fluoro-6-methylbenzamide